FC(C=1C=C(C=C(C1)C(F)(F)F)C(O)(C1NCCC1)C1=CC(=CC(=C1)C(F)(F)F)C(F)(F)F)(F)F bis(3,5-bis(trifluoromethyl)phenyl)(pyrrolidine-2-yl)methanol